2-(((2S)-1-(((1s,3R)-adamantan-1-yl)amino)-1-oxopropan-2-yl)carbamoyl)-4-methoxypyridin-3-yl butyrate C(CCC)(=O)OC=1C(=NC=CC1OC)C(N[C@H](C(=O)NC12CC3CC(CC(C1)C3)C2)C)=O